3-[(4-bromo-phenyl)-(5-cyano-pyridin-3-yl)-hydroxy-methyl]-3-methyl-azetidine-1-carboxylic acid tert-butyl ester C(C)(C)(C)OC(=O)N1CC(C1)(C)C(O)(C=1C=NC=C(C1)C#N)C1=CC=C(C=C1)Br